2'-[6-amino-5-(trifluoromethyl)pyridin-3-yl]-N-[1-(1,5-dimethyl-1H-pyrazol-4-yl)ethyl]-5',6'-dihydrospiro[azetidine-3,4'-pyrrolo[1,2-b]pyrazole]-1-carboxamide NC1=C(C=C(C=N1)C=1C=C2N(N1)CCC21CN(C1)C(=O)NC(C)C=1C=NN(C1C)C)C(F)(F)F